4-amino-2-(methoxymethyl)-phenol NC1=CC(=C(C=C1)O)COC